2-chloro-4-({3-[2-(2-methoxyphenyl)ethyl]-4-oxo-3,4-dihydroquinazolin-5-yl}carbamoyl)benzoic acid ClC1=C(C(=O)O)C=CC(=C1)C(NC1=C2C(N(C=NC2=CC=C1)CCC1=C(C=CC=C1)OC)=O)=O